2-[2-hydroxy-4-(2-hydroxy-3-dodecyloxypropoxy)phenyl]-4,6-bis(2,4-di-methylphenyl)-1,3,5-triazine OC1=C(C=CC(=C1)OCC(COCCCCCCCCCCCC)O)C1=NC(=NC(=N1)C1=C(C=C(C=C1)C)C)C1=C(C=C(C=C1)C)C